C(C1C=NCC=C1)(=O)O 3,6-dihydronicotinic acid